C(C1=CC=CC=C1)OC[C@H](N(C(CCC=C)=O)C)C(=O)O O-benzyl-N-methyl-N-(pent-4-enoyl)-L-serine